2-bromo-5-fluoro-3-methylphenol BrC1=C(C=C(C=C1C)F)O